C1(CCCCC1)N1C=NC(=C1C1=NC(=NC=C1)NC(OCC1=CC=CC=C1)=O)C1=CC=C(C=C1)C Benzyl (4-(1-(cyclohexyl)-4-(4-methylphenyl)-1H-imidazol-5-yl)pyrimidin-2-yl)carbamate